(2S)-1-[3-fluoro-5-(1H-pyrazol-4-yl)phenyl]-2-methyl-piperazine FC=1C=C(C=C(C1)C=1C=NNC1)N1[C@H](CNCC1)C